OC[C@H]1O[C@H]([C@H]([C@H]([C@H]1O)O)C)N1N=NN=C1 (2R,3R,4R,5S,6R)-2-(hydroxymethyl)-5-methyl-6-(1H-tetrazol-1-yl)tetrahydro-2H-pyran-3,4-diol